di(phenyl)[di(Phenyl)triazinylphenyl]dibenzothiophene C1(=CC=CC=C1)C=1C(=C(C2=C(SC3=C2C=CC=C3)C1)C1=C(C(=C(C=C1)C1=CC=CC=C1)C1=CC=CC=C1)C1=NN=NC=C1)C1=CC=CC=C1